BrC1=C(C=C(C(=O)N2CC=3N=C(N(C(C3C[C@H]2C)=O)C2=CN=C(N2C)C(=O)NC)SC)C=C1)C(F)(F)F (R)-5-(7-(4-Bromo-3-(trifluoromethyl)benzoyl)-6-methyl-2-(methylthio)-4-oxo-5,6,7,8-tetrahydropyrido[3,4-d]pyrimidin-3(4H)-yl)-N,1-dimethyl-1H-imidazole-2-carboxamide